C1(=CC=CC=C1)C1=NN=C2N1C=CN=C2 3-phenyl-[1,2,4]triazolo[4,3-a]pyrazine